3-[tert-butyl-(dimethyl)silyl]oxycyclobutanecarbonitrile C(C)(C)(C)[Si](OC1CC(C1)C#N)(C)C